C(C)C=1C(=CC2=C(N(C(N2)=O)[C@H]2CNCCC2)C1)C=1C=C(C=2N(C1)N=CN2)OC (R)-6-Ethyl-5-(8-methoxy-[1,2,4]triazolo[1,5-a]pyridin-6-yl)-1-(piperidin-3-yl)-1,3-dihydro-2H-benzo[d]imidazol-2-on